FC=1C(=NC(=NC1)N1CC2(C1)CNCC2)NC=2C=C1C=NNC1=CC2 N-(5-fluoro-2-(2,6-diazaspiro[3.4]oct-2-yl)pyrimidin-4-yl)-1H-indazol-5-amine